C(CCC=CCCCCCCCCC)(=O)O 4-tetradecenoic acid